NCC1=CC(=C(C=C1)C1=CC=C(C=C1)C=1C=C2C(=NNC2=CC1Cl)CCC(=O)O)O 3-(5-(4'-(aminomethyl)-2'-hydroxy-[1,1'-biphenyl]-4-yl)-6-chloro-1H-indazol-3-yl)propanoic acid